ClC1=C(C(=NN1C)C1=NOC(=C1)C)CN1CCC(CC1)CNCC(C)C N-((1-((5-Chloro-1-methyl-3-(5-methylisoxazol-3-yl)-1H-pyrazol-4-yl)methyl)piperidin-4-yl)methyl)-2-methylpropan-1-amine